(6-chloro-4-methoxy-7-phenyl-thiazolo[4,5-c]pyridin-2-yl)-amid ClC1=C(C2=C(C(=N1)OC)N=C(S2)[NH-])C2=CC=CC=C2